benzyl (3S,5R)-4-(2-((3-amino-1-methyl-1H-indazol-7-yl)oxy)acetyl)-3,5-dimethylpiperazine-1-carboxylate NC1=NN(C2=C(C=CC=C12)OCC(=O)N1[C@H](CN(C[C@H]1C)C(=O)OCC1=CC=CC=C1)C)C